(R)-3-((3-butyl-5-(4-fluorophenyl)-2-methyl-7-(methylthio)-1,1-dioxido-2,3,4,5-tetrahydro-1,2,5-benzothiadiazepin-8-yl)oxy)-2,2-dimethylpropanoic acid C(CCC)[C@H]1N(S(C2=C(N(C1)C1=CC=C(C=C1)F)C=C(C(=C2)OCC(C(=O)O)(C)C)SC)(=O)=O)C